5-(2,6-Dichloro-4-nitrophenoxy)-2-isopropoxypyridine ClC1=C(OC=2C=CC(=NC2)OC(C)C)C(=CC(=C1)[N+](=O)[O-])Cl